OC1CCC(CC1)OC1=C(SC=C1)C(=O)N 3-((4-hydroxycyclohexyl)oxy)thiophene-2-carboxamide